CN[C@H]1[C@@H](CCCC1)NC (1R,2R)-N~1~,N~2~-dimethyl-1,2-cyclohexanediamine